N-methyl-5-(2-(3-((4-oxo-3,4-dihydro-quinazolin-2-yl)methyl)piperidin-1-yl)ethoxy)picolinamide CNC(C1=NC=C(C=C1)OCCN1CC(CCC1)CC1=NC2=CC=CC=C2C(N1)=O)=O